5-(2-chloro-6-(methylthio)phenyl)-3-(2-(piperidin-4-yl)thiazol-4-yl)-4,5-dihydroisoxazole ClC1=C(C(=CC=C1)SC)C1CC(=NO1)C=1N=C(SC1)C1CCNCC1